C(C)OC=1C=C2C(=NC1)NC(=C2C=2C=CC(=C(C2)NC(C=C)=O)C)C2=CC=C(C=C2)N2CCN(CC2)C N-(5-(5-ethoxy-2-(4-(4-methylpiperazin-1-yl)phenyl)-1H-pyrrolo[2,3-b]pyridin-3-yl)-2-methylphenyl)acrylamide